5-(3-((2-chloro-4-(trifluoromethyl)phenoxy)methyl)phenyl)-3-methyl-1,2,4-oxadiazole ClC1=C(OCC=2C=C(C=CC2)C2=NC(=NO2)C)C=CC(=C1)C(F)(F)F